2-(5-Fluoropyrimidin-2-yl)-2-(2-trimethylsilylethoxymethoxy)ethanol potassium propane-1-sulfonate C(CC)S(=O)(=O)[O-].[K+].FC=1C=NC(=NC1)C(CO)OCOCC[Si](C)(C)C